CN(C1=CC=C(S1)C=C1N=C(OC1=O)C1=CC2=CC=CC=C2C=C1)C 4-((5-(dimethylamino)thiophen-2-yl)methylene)-2-(naphthalen-2-yl)oxazol-5(4H)-one